C(#N)C[C@@H]1N(CCN(C1)C=1C2=C(N=C(N1)SC)OC(CC2)C2=CC=CC1=CC=CC(=C21)C)C(=O)OCC2=CC=CC=C2 benzyl (2S)-2-(cyanomethyl)-4-(7-(8-methylnaphthalen-1-yl)-2-(methylthio)-6,7-dihydro-5H-pyrano[2,3-d]pyrimidin-4-yl)piperazine-1-carboxylate